acetaminobenzoic acid N(C(=O)C)C1=C(C(=O)O)C=CC=C1